phenylphenethyl selenoether C1(=CC=CC=C1)[Se]CCC1=CC=CC=C1